N-(4-((5-(2,6-difluorophenyl)pyridin-3-yl)amino)-7-(2-morpholinoethoxy)quinazolin-6-yl)acrylamide FC1=C(C(=CC=C1)F)C=1C=C(C=NC1)NC1=NC=NC2=CC(=C(C=C12)NC(C=C)=O)OCCN1CCOCC1